N-[3-(dimethylamino)propyl]-benzamide CN(CCCNC(C1=CC=CC=C1)=O)C